C1CCCC2CCC3C4CCCC4CCC3C12 1,2,4,5,6,7,8,9,11,12,14,15,16,17-tetradecahydrocyclopenta[a]phenanthren